2-(4-bromophenyl)-1-methylpyrrolidine BrC1=CC=C(C=C1)C1N(CCC1)C